(S)-2-((2-(3-fluoropyrrolidin-1-yl)ethyl)thio)-1,4-dihydroquinazoline dihydrochloride Cl.Cl.F[C@@H]1CN(CC1)CCSC=1NC2=CC=CC=C2CN1